(R)-N-(3-(1-((2-amino-5-chloropyridin-3-yl)oxy)ethyl)-phenyl)benzo[b]thiophene-5-carboxamide 1,1-dioxide NC1=NC=C(C=C1O[C@H](C)C=1C=C(C=CC1)NC(=O)C1=CC2=C(S(C=C2)(=O)=O)C=C1)Cl